ClC=1C=C2C(=NC(=NC2=C(C1C1=C2C(=NNC2=CC=C1C)C)F)OC[C@@H]1N(CCC1)C)N1C[C@H](N(C[C@@H]1C)C(C=C)=O)C 1-((2R,5S)-4-(6-chloro-7-(3,5-dimethyl-1H-indazol-4-yl)-8-fluoro-2-(((R)-1-methylpyrrolidin-2-yl)methoxy)quinazolin-4-yl)-2,5-dimethylpiperazin-1-yl)prop-2-en-1-one